FC(C(=O)[O-])(F)F.C(C)[N+]1=CN(C=C1)C 3-ethyl-1-methyl-1H-imidazol-3-ium 2,2,2-trifluoroacetate